7-[4-bromo-3-(trifluoromethyl)benzoyl]-2-[4-(cyclopropoxy)phenyl]-6-(morpholinomethyl)-3-oxo-N-[(2-pyrimidin-2-ylphenyl)methyl]-6,8-dihydro-5H-imidazo[1,5-a]pyrazine-1-carboxamide BrC1=C(C=C(C(=O)N2CC=3N(CC2CN2CCOCC2)C(N(C3C(=O)NCC3=C(C=CC=C3)C3=NC=CC=N3)C3=CC=C(C=C3)OC3CC3)=O)C=C1)C(F)(F)F